CC1=C(C(=C(C(=N1)C)C(=O)[O-])C)C(=O)[O-] trimethyl-3,5-pyridinedicarboxylate